C(C=C)(=O)OCCC1=C(C(=C2C=CC(=CC2=C1)C(=O)O)C(=O)O)C(=O)O acryloyl-oxyethylnaphthalene-1,2,6-tricarboxylic acid